ClC1=NC=C2C=C(C(N(C2=C1)CC)=O)C1=C(C(=CC(=C1)OC)OC)F 7-chloro-1-ethyl-3-(2-fluoro-3,5-dimethoxyphenyl)-1,6-naphthyridin-2(1H)-one